CC(=CCCC(C(=O)O)=C)CCC=C(C)C 6,10-dimethyl-2-methyleneundec-5,9-dienoic acid